OC=1C=C(C=CC1C(=O)OC)C1N(CCNC1)CC1=C2C=CN(C2=C(C=C1OC)C)C(=O)OC(C)(C)C tert-butyl 4-((2-(3-hydroxy-4-(methoxycarbonyl)phenyl)piperazin-1-yl)methyl)-5-methoxy-7-methyl-1H-indole-1-carboxylate